ethyl (3aR,10aR)-8-((4-fluoro-3-methylphenyl)carbamoyl)-7-methyl-3a,4,10,10a-tetrahydro-1H,7H-dipyrrolo[3,4-c:3',4'-g][1,6,2]dithiazocine-2(3H)-carboxylate 5,5,9-trioxide FC1=C(C=C(C=C1)NC(=O)C=1N(C=C2C1S(C[C@H]1[C@@H](NS2(=O)=O)CN(C1)C(=O)OCC)=O)C)C